1-Butyl-1-methylpyrrolidinium bis(trifluoromethylsulfonyl)imide, lithium salt [Li].[N-](S(=O)(=O)C(F)(F)F)S(=O)(=O)C(F)(F)F.C(CCC)[N+]1(CCCC1)C